ClC1=CC=C(CNC(=O)NC2=CC=C(C=C2)CN2C(C(N(CC2)C)C)=O)C=C1 1-(4-chloro-benzyl)-3-(4-((3,4-dimethyl-2-oxopiperazin-1-yl)methyl)phenyl)urea